ClC1=CC(=C(C=C1)CC=1N(C2=CC=C(C=C2C1)C(=O)N[C@@H](CO)C1=CC=C(C=C1)S(=O)(=O)CC)CC(O)([2H])[2H])C(F)(F)F 2-[[4-chloro-2-(trifluoromethyl)phenyl]methyl]-1-(2,2-dideutero-2-hydroxy-ethyl)-N-[(1R)-1-(4-ethanesulfonylphenyl)-2-hydroxy-ethyl]indole-5-carboxamide